N1OCC12CCC2 2-Oxa-azaspiro[3.3]heptan